6-(2,6-difluorophenyl)-4-((6-Morpholinopyridin-3-yl)amino)pyridazine-3-carboxylate FC1=C(C(=CC=C1)F)C1=CC(=C(N=N1)C(=O)[O-])NC=1C=NC(=CC1)N1CCOCC1